1,16-bis(benzyloxy)hexadecan-6-ol bismuth lead germanium borate B([O-])([O-])[O-].[Ge+2].[Pb+2].[Bi+3].C(C1=CC=CC=C1)OCCCCCC(CCCCCCCCCCOCC1=CC=CC=C1)O